(S)-N-(4-(4-(2-chloro-3-ethylphenyl)piperazin-1-yl)-3-fluorobutyl)benzofuran-2-carboxamide ClC1=C(C=CC=C1CC)N1CCN(CC1)C[C@H](CCNC(=O)C=1OC2=C(C1)C=CC=C2)F